C(C)(=O)N1CC=2N(CC1)C(=NC2C=2C=CC=C1C=C(N=CC21)C=2C=CC(=NC2)C(=O)NC\C=C\C2=C1CN(C(C1=CC=C2)=O)C2C(NC(CC2)=O)=O)C2CCOCC2 (E)-5-(8-(7-Acetyl-3-(tetrahydro-2H-pyran-4-yl)-5,6,7,8-tetrahydroimidazo[1,5-a]pyrazin-1-yl)isoquinolin-3-yl)-N-(3-(2-(2,6-dioxopiperidin-3-yl)-1-oxoisoindolin-4-yl)allyl)picolinamide